CC1(COCC1)NC(=O)NC=1C=C(C2=C(N=C(N=C2)S(=O)(=O)C)N1)C#C[Si](C(C)C)(C(C)C)C(C)C 1-(3-methyltetrahydrofuran-3-yl)-3-(2-(methylsulfonyl)-5-((triisopropylsilyl)ethynyl)pyrido[2,3-d]pyrimidin-7-yl)urea